1,5-bis(3-aminopropyl)trisiloxane NCCC[SiH2]O[SiH2]O[SiH2]CCCN